furanyl-boric acid O1C(=CC=C1)OB(O)O